(S or R)-1-(4-((R)-3-(5-amino-9-fluoro-8-methoxy-[1,2,4]triazolo[1,5-c]quinazolin-2-yl)piperidin-1-yl)-1H-pyrazol-1-yl)-2-methylbutan-2-ol NC1=NC=2C=C(C(=CC2C=2N1N=C(N2)[C@H]2CN(CCC2)C=2C=NN(C2)C[C@](CC)(O)C)F)OC |o1:26|